9-fluoro-5,6-dimethyl-6H-pyrido[4,3-b]carbazole-1-carboxylic acid FC1=CC=2C=3C=C4C(=C(C3N(C2C=C1)C)C)C=CN=C4C(=O)O